OC(C=CC=O)CCCCC 4-hydroxy-nonenal